ClC1=C(C(=CC=C1Cl)F)C1(CN(C1)C(=O)OC(C)(C)C)O tert-butyl 3-(2,3-dichloro-6-fluorophenyl)-3-hydroxyazetidine-1-carboxylate